C(C)C1=CC2=C(CCOC23C[C@@H](N(CC3)CC=3N=NN(C3)CCS(=O)(=O)NC)C)S1 2-[4-[[(2'S)-2-ethyl-2'-methyl-spiro[6,7-dihydrothieno[3,2-c]pyran-4,4'-piperidin]-1'-yl]methyl]triazol-1-yl]-N-methyl-ethanesulfonamide